C1(=CC=CC=C1)S(=O)(=O)N1C=CC2=CC=C(C=C12)Cl 1-(phenylsulfonyl)-6-chloro-indole